CN1C(=NC=C1C(=O)O)CN1C[C@H](CC1)N1C(N(C=2C1=NC=CC2)C2=CC=C(C=C2)OC(F)(F)F)=O (S)-1-Methyl-2-((3-(2-oxo-1-(4-(trifluoromethoxy)phenyl)-1,2-dihydro-3H-imidazo[4,5-b]pyridin-3-yl)pyrrolidin-1-yl)methyl)-1H-imidazole-5-carboxylic Acid